3-((cis)-3,3-difluoro-5-oxohexahydro-1H-pyrrolo[2,3-c]pyridin-6(2H)-yl)-2,2-dimethylpropanoic acid hydrochloride Cl.FC1(CN[C@@H]2CN(C(C[C@@H]21)=O)CC(C(=O)O)(C)C)F